NC1=C2C(=NC=N1)NN=C2C2=CC(=C(C=C2)NC(=O)NC2=CC(=NO2)C2(CC2)C(F)(F)F)F (4-(4-amino-1H-pyrazolo[3,4-d]pyrimidin-3-yl)-2-fluorophenyl)-3-(3-(1-(trifluoromethyl)cyclopropyl)isoxazol-5-yl)urea